ClC=1N=C(C2=C(N1)N(C=C2Cl)COCC[Si](C)(C)C)NCCCOC2=NC(=CC=C2[N+](=O)[O-])N2CCC1(COC1)CC2 2,5-dichloro-N-(3-((3-nitro-6-(2-oxa-7-azaspiro[3.5]non-7-yl)pyridin-2-yl)oxy)propyl)-7-((2-(trimethylsilyl)ethoxy)methyl)-7H-pyrrolo[2,3-d]pyrimidine-4-Amine